ClC1=C(OCC2=CN=C(N2C)[N+](=O)[O-])C(=CC(=C1)[N+](=O)[O-])Cl 5-(2,6-dichloro-4-nitro-phenoxymethyl)-1-methyl-2-nitro-1H-imidazole